2-oxo-1,2-dihydroquinoline-3-carboxamide hydrochloride salt Cl.O=C1NC2=CC=CC=C2C=C1C(=O)N